O1C(CCCC1)N1N=CC(=C1)C1=CC=C(C=C1)N1CC2C(C2C1)CN1C(CCC1)=O 1-((3-(4-(1-(tetrahydro-2H-pyran-2-yl)-1H-pyrazol-4-yl)phenyl)-3-Azabicyclo[3.1.0]hexan-6-yl)methyl)pyrrolidin-2-one